7-(4-amino-3-(4-phenoxyphenyl)-1H-pyrazolo[3,4-d]pyrimidin-1-yl)-2-azaspiro[3.5]nonane-2-carboxylic acid tert-butyl ester C(C)(C)(C)OC(=O)N1CC2(C1)CCC(CC2)N2N=C(C=1C2=NC=NC1N)C1=CC=C(C=C1)OC1=CC=CC=C1